C(C)C=1C=C(C=CC1O)N1C(N(C(C1(C)C)=O)C1=CC(=C(C#N)C=C1)C(F)(F)F)=S 4-(3-(3-ethyl-4-hydroxyphenyl)-4,4-dimethyl-5-oxo-2-thioxoimidazol-1-yl)-2-(trifluoromethyl)benzonitrile